4-bromo-6-[1-methyl-4-[(3-phenoxyphenyl)methyl]pyrazol-3-yl]pyrimidin-2-amine BrC1=NC(=NC(=C1)C1=NN(C=C1CC1=CC(=CC=C1)OC1=CC=CC=C1)C)N